3-Isopropyl-3-methyl-1H-indol-2-one C(C)(C)C1(C(NC2=CC=CC=C12)=O)C